C(C)N(C1CCN(CC1)C=1N=CC(=NC1)C(=O)NC=1C=C(C=C2C=CC=NC12)F)CC 5-(4-(diethylamino)piperidin-1-yl)-N-(6-fluoroquinolin-8-yl)pyrazine-2-carboxamide